6-Methoxy-2h-Pyrido[3,4-B]Indole COC1=CC2=C3C(N=C2C=C1)=CNC=C3